methyl 3-(6,8-difluoroimidazo[1,2-a]pyridin-3-yl)-1-(2,2,2-trifluoroethyl)pyrazolo[4,3-c]pyridine-6-carboxylate FC=1C=C(C=2N(C1)C(=CN2)C2=NN(C1=C2C=NC(=C1)C(=O)OC)CC(F)(F)F)F